COC(C1=C(C=C(C=C1)NC)N)=O amino-4-(methylamino)benzoic acid methyl ester